C(#N)COC(C1=CC=C(C=C1)C=O)=O 4-formylbenzoic acid cyanomethyl ester